C1(=CC=CC=C1)P(C[C@@H](C)C1=CC=CC=C1)(C1=CC=CC=C1)=O (S)-diphenyl-(2-phenylpropyl)phosphine oxide